[Na+].ClC1=CC=C2C(=C(N(C2=C1F)C=1C=NC=CC1)C1CC1)SC=1C(=C(C(=O)[O-])C=CC1)F 3-((6-chloro-2-cyclopropyl-7-fluoro-1-(pyridin-3-yl)-1H-indol-3-yl)thio)-2-fluorobenzoic acid sodium salt